C(C)(C)(C)C1=C(OCCSCC2=CNC(O2)=O)C=CC=C1 5-[(2-tert-butylphenoxyethylsulfanyl)methyl]oxazol-2(3H)-one